FC(C1=NC(=NO1)C1=CC=C(C=C1)CN1C=NC(=C1)CCNC(C)=O)(F)F N-[2-[1-[[4-[5-(trifluoromethyl)-1,2,4-oxadiazol-3-yl]phenyl]methyl]imidazol-4-yl]ethyl]acetamide